NC1(CN(CC1)C(=O)OC(C)(C)C)C1=C(C(=CC=C1F)Cl)Cl tert-butyl 3-amino-3-(2,3-dichloro-6-fluorophenyl)-1-pyrrolidinecarboxylate